1-(4-{4-[2-(5-chloro-2-fluorophenyl)acetamido]-1H-1,2,3-triazol-1-yl}butyl)-N-[(3-fluoropyridin-2-yl)methyl]-1H-1,2,3-triazole-4-carboxamide ClC=1C=CC(=C(C1)CC(=O)NC=1N=NN(C1)CCCCN1N=NC(=C1)C(=O)NCC1=NC=CC=C1F)F